C(C=C)(=O)OC1=C(C=C(C=C1C(C)(C)C)C)CC1=C(C(=CC(=C1)C)C(C)(C)C)O 2-(2-hydroxy-3-tert-butyl-5-methylbenzyl)-4-methyl-6-tert-butylphenyl acrylate